OC1=CN=C(C=C1C=O)C=1SC=C(N1)C1=CC=C(C=C1)N1CCCC1 5-hydroxy-2-(4-(4-(pyrrolidin-1-yl)phenyl)thiazol-2-yl)isonicotinaldehyde